4'-(4-(3-carbamoyl-5-methyl-1H-pyrazol-1-yl)benzyl)-[1,1'-biphenyl]-4-carboxylic acid C(N)(=O)C1=NN(C(=C1)C)C1=CC=C(CC2=CC=C(C=C2)C2=CC=C(C=C2)C(=O)O)C=C1